NC1=NC=C2N(C(N(C2=N1)[C@@H]1O[C@@H]([C@H]([C@H]1O)F)CO)=O)CC(C(F)(F)F)(F)F 2-Amino-9-((2R,3S,4S,5R)-4-fluoro-3-hydroxy-5-(hydroxymethyl)tetrahydrofuran-2-yl)-7-(2,2,3,3,3-pentafluoropropyl)-7,9-dihydro-8H-purin-8-on